5,7-dichloro-1,6-naphthyridin-4-ol ClC1=C2C(=CC=NC2=CC(=N1)Cl)O